C1(=CC=CC=C1)C1=NC=2N(C(=C1)C=1C=NC=CC1)N=C(C2)C(=O)O 5-Phenyl-7-(pyridin-3-yl)pyrazolo[1,5-a]pyrimidine-2-carboxylic acid